COC(=O)C1=CC(=NS1)C(F)(F)F.FC(C1=C(CNC(=O)C2COC3=CC=CC=C3C2)C=CC=C1)(F)F N-(2-(trifluoromethyl)benzyl)chroman-3-carboxamide methyl-3-(trifluoromethyl)isothiazole-5-carboxylate